(Z)-4-Nitrophenyl-sulfonic acid [N+](=O)([O-])C1=CC=C(C=C1)S(=O)(=O)O